C(C1=CC=CC=C1)N1CCCC2CNCCC12 1-benzyl-decahydro-1,6-naphthyridine